[Sn].[Ir] iridium-stannum